(8-((1-(1-methylpiperidin-4-yl)-1H-pyrazol-4-yl)amino)imidazo[1,2-a]pyridin-3-yl)-N-(3-(trifluoromethyl)phenyl)benzamide CN1CCC(CC1)N1N=CC(=C1)NC=1C=2N(C=CC1)C(=CN2)C2=C(C(=O)NC1=CC(=CC=C1)C(F)(F)F)C=CC=C2